C1(CC1)C1=NC(=CC=C1O[C@@H]1C[C@H](CCC1)C(=O)O)C=1N=NN(C1COC(=O)N(C)C1CC1)C (1S,3S)-3-((2-cyclopropyl-6-(5-(((cyclopropyl(methyl)aminocarbonyl)oxy)methyl)-1-methyl-1H-1,2,3-triazol-4-yl)pyridin-3-yl)oxy)cyclohexane-1-carboxylic acid